CN1N=CC(=C1)C(CN)C1=NC=CN=C1 2-(1-methylpyrazol-4-yl)-2-pyrazin-2-yl-ethylamine